6-[(7S)-2-{3-[5-(3-Methylpyrazin-2-yl)pyridin-2-yl]-1H-pyrrolo[2,3-b]pyridin-5-yl}-6,7,8,9-tetrahydro-5H-benzo[7]annulen-7-yl]-3-oxa-6-azabicyclo[3.1.1]heptane CC=1C(=NC=CN1)C=1C=CC(=NC1)C1=CNC2=NC=C(C=C21)C=2C=CC1=C(CC[C@H](CC1)N1C3COCC1C3)C2